7-(((trans)-3-aminocyclobutyl)amino)-1-(((R)-tetrahydrofuran-3-yl)amino)-2,6-naphthyridine-3-carbonitrile N[C@@H]1C[C@H](C1)NC1=NC=C2C=C(N=C(C2=C1)N[C@H]1COCC1)C#N